2-(2-BROMO-4-CHLOROPHENYL)-1-CYCLOPROPYLETHANOL Sodium borohydride [BH4-].[Na+].BrC1=C(C=CC(=C1)Cl)CC(O)C1CC1